1,4-bis[(3-(3-aminopropyl)-palmitylamino)-2-hydroxy-propyl]piperazine NCCCC(CCNCC(CN1CCN(CC1)CC(CNCCC(CCCCCCCCCCCCC)CCCN)O)O)CCCCCCCCCCCCC